C1OCC12CCN(CC2)CCN2C(=NC1=C3CC[C@@H](N(C3=CC=C12)C(=O)OC)C)CC1=CC=CC=C1 methyl (S)-3-(2-(2-oxa-7-azaspiro[3.5]nonan-7-yl)ethyl)-2-benzyl-7-methyl-3,7,8,9-tetrahydro-6H-imidazo[4,5-f]quinoline-6-carboxylate